BrC=1C=C(C=CC1O)C1=NC(=NC2=CC(=C(C=C12)OC)OC)N 4-(3'-bromo-4'-hydroxyphenyl)-amino-6,7-dimethoxyquinazoline